3-chloro-6-fluoro-5-(4-(1-methyl-5,6-dihydro-1,2,4-triazin-4(1H)-yl)phenyl)pyridin-2-amine ClC=1C(=NC(=C(C1)C1=CC=C(C=C1)N1C=NN(CC1)C)F)N